(R)-6-bromo-2-chloro-N-(1-(3-(difluoromethyl)-2-fluorophenyl)ethyl)-8,9-dihydrofuro[2,3-h]quinazolin-4-amine BrC=1C=C2C(=NC(=NC2=C2C1OCC2)Cl)N[C@H](C)C2=C(C(=CC=C2)C(F)F)F